1-(4-methoxyphenyl)-3-methylindole COC1=CC=C(C=C1)N1C=C(C2=CC=CC=C12)C